p-methoxy-4-phenyl-2-butanone tert-butyl-4-oxo-3-(pyridin-4-yl)piperidine-1-carboxylate C(C)(C)(C)OC(=O)N1CC(C(CC1)=O)C1=CC=NC=C1.COC1=CC=C(C=C1)CCC(C)=O